O[C@@H]1CO[C@@H]([C@H]([C@H]1O)O)CO (2S,3R,4S,5S,6R)-3,4,5-trihydroxy-6-(hydroxymethyl)tetrahydro-2H-pyran